di-decyl-dimethyl-ammonium bromide [Br-].C(CCCCCCCCC)[N+](C)(C)CCCCCCCCCC